5-(9-([1,4'-bipiperidin]-4-ylmethyl)-2,9-diazaspiro[5.5]undecan-2-yl)-2-(2,6-dioxopiperidin-3-yl)isoindoline-1,3-dione N1(CCC(CC1)CN1CCC2(CCCN(C2)C=2C=C3C(N(C(C3=CC2)=O)C2C(NC(CC2)=O)=O)=O)CC1)C1CCNCC1